5-[2-[4-(Trifluoromethyl)phenoxy]propyl]-1H-indol-3-amine FC(C1=CC=C(OC(CC=2C=C3C(=CNC3=CC2)N)C)C=C1)(F)F